FC1=C(C=CC=C1F)C1CN(CC12CCC2)C(=O)C2=NOC(N2)=O 3-(8-(2,3-difluorophenyl)-6-azaspiro[3.4]octane-6-carbonyl)-1,2,4-oxadiazol-5(4H)-one